(S)-N-(3-(1-((2-ethyl-2H-pyrazolo[3,4-b]pyrazin-6-yl)amino)ethyl)-4-methylphenyl)-2-(5-methoxypyridin-2-yl)acetamide C(C)N1N=C2N=C(C=NC2=C1)N[C@@H](C)C=1C=C(C=CC1C)NC(CC1=NC=C(C=C1)OC)=O